CC=1C=C(N=NC1N1CCC(CC1)OC=1C=C2C(N(CC2=CC1)C)=O)C(=O)NCC1=CC=NC=C1 5-methyl-6-{4-[(2-methyl-3-oxo-2,3-dihydro-1H-isoindol-5-yl)oxy]piperidin-1-yl}-N-(pyridin-4-ylmethyl)pyridazine-3-carboxamide